NC1=C(C2=C(C(N1C1=C(C(=CC=C1C)O)C)=O)C(=C(S2)C)C)C(=O)N (R)-6-amino-5-(3-hydroxy-2,6-dimethylphenyl)-2,3-dimethyl-4-oxo-4,5-dihydrothieno[3,2-c]pyridine-7-carboxamide